C(C)(C)(C)N1CCN(CC1)C1=C(C=C(N)C=C1)F 4-(4-(tert-butyl)piperazin-1-yl)-3-fluoroaniline